Cl.FC(C=1C=NC=CC1N1CC2(CNC2)CCC1)(F)F 6-[3-(trifluoromethyl)pyridin-4-yl]-2,6-diazaspiro[3.5]nonane hydrochloride